((1a'R,2'S,3'R,6'R,7a'S)-3'-acetoxy-6'-hydroxy-2',4',6'-trimethyl-7'-oxo-1',1a',2',3',6',7'-hexahydrospiro[cyclopropane-1,5'-cyclopropa[c]inden]-2'-yl)methyl acetate C(C)(=O)OC[C@]1([C@@H](C2=C(C3([C@@](C([C@@]24[C@@H]1C4)=O)(C)O)CC3)C)OC(C)=O)C